C(C)N(C(=O)[C@H]1N(CCCCC1)C([C@H](C(C)(C)C)NC(=O)C1=CC2=C(S1)C=CC(=C2)C(F)(F)P(O)(O)=O)=O)C=2SC(=CN2)C2=CC=CC=C2 ((2-(((S)-1-((S)-2-(ethyl(5-phenylthiazol-2-yl)carbamoyl)azepan-1-yl)-3,3-dimethyl-1-oxobutan-2-yl)carbamoyl)benzo[b]thiophen-5-yl)difluoromethyl)phosphonic acid